C(C1=CC=CC=C1)OC(=O)N1CCC(C1)OC(C1=CC=C(C=C1)[N+](=O)[O-])=O 4-((4-nitrobenzoyl)oxy)pyrrolidine-1-carboxylic acid benzyl ester